5-((4,4-bis(((Z)-oct-5-en-1-yl)oxy)butanoyl)oxy)-3-(((3-(ethyl(methyl)amino)propoxy)carbonyl)oxy)pentyl (9Z,12Z)-octadeca-9,12-dienoate C(CCCCCCC\C=C/C\C=C/CCCCC)(=O)OCCC(CCOC(CCC(OCCCC\C=C/CC)OCCCC\C=C/CC)=O)OC(=O)OCCCN(C)CC